N-(3-((6-((3S,4S)-4-amino-3-methyl-2-oxa-8-azaspiro[4.5]decane-8-yl)pteridine-2-yl)mercapto)-2-chlorophenyl)pyrimidine-4-carboxamide N[C@@H]1[C@@H](OCC12CCN(CC2)C=2N=C1C=NC(=NC1=NC2)SC=2C(=C(C=CC2)NC(=O)C2=NC=NC=C2)Cl)C